NC1(CC1)COC=1C=C(C=2CC(CC2C1)CCN1CC2(C1)OC(N(C2)C=2C=CC=1OCC(NC1N2)=O)=O)C#N 6-((1-aminocyclopropyl)methoxy)-2-(2-(6-oxo-7-(3-oxo-3,4-dihydro-2H-pyrido[3,2-b][1,4]oxazin-6-yl)-5-oxa-2,7-diazaspiro[3.4]octan-2-yl)ethyl)-2,3-dihydro-1H-indene-4-carbonitrile